C(C)(C)(C)OC(=O)N1CC=2N=C(N=C(C2C1)NCCC1=CNC2=CC(=CC=C12)OC)C=1C=NC=C(C1)F.C(C1CO1)OCCC[Si](OCC)(OCC)OCC 3-(2,3-epoxypropoxy)propyltriethoxysilane tert-butyl-2-(5-fluoropyridin-3-yl)-4-{[2-(6-methoxy-1H-indol-3-yl)ethyl]amino}-5H,6H,7H-pyrrolo[3,4-d]pyrimidine-6-carboxylate